ClC=1C(N(C(N(C1)C)=O)CC1=NC(=NO1)C[C@H](O)C1=CC=C(C=C1)Cl)=O 5-chloro-3-({3-[(2S)-2-(4-chlorophenyl)-2-hydroxyethyl]-1,2,4-oxadiazol-5-yl}methyl)-1-methylpyrimidine-2,4-dione